n-dodecylbenzenesulfonic acid CCCCCCCCCCCCC1=CC=CC=C1S(=O)(=O)O